Azabicyclo(1.1.0)butanen C12=NC2C1